Tert-butyl (3aR,6S,6aS)-6-((5-chloro-2,4-difluorophenyl)aminocarbonyl)-2,2,3a-trimethyltetrahydro-5H-[1,3]Dioxolano[4,5-c]pyrrole-5-carboxylate ClC=1C(=CC(=C(C1)NC(=O)[C@H]1N(C[C@@]2([C@H]1OC(O2)(C)C)C)C(=O)OC(C)(C)C)F)F